2-{(1R)-1-[3-(1,1-difluoro-2-hydroxy-2-methylpropyl)-2-fluorophenyl]ethyl}-1H-isoindole-1,3(2H)-dione FC(C(C)(C)O)(F)C=1C(=C(C=CC1)[C@@H](C)N1C(C2=CC=CC=C2C1=O)=O)F